rel-(3R)-5-[rel-(3S)-6-fluoro-3-methyl-5-[[4-methyl-6-(methylamino)pyrimidin-2-yl]amino]-2,3-dihydrobenzofuran-7-yl]-2,3,4,7-tetrahydro-1H-azepin-3-ol FC1=C(C2=C([C@@H](CO2)C)C=C1NC1=NC(=CC(=N1)C)NC)C=1C[C@H](CNCC1)O |o1:5,23|